FC=1C=C2C(NC(=NC2=C(C1)[C@@H](C)N[S@](=O)C(C)(C)C)N1CCOCC1)=O (R)-N-[(1R)-1-(6-fluoro-2-morpholino-4-oxo-3H-quinazolin-8-yl)ethyl]-2-methyl-propane-2-sulfinamide